N-({1-[4-(benzylamino)-7-cyclopropylpyrrolo[2,1-f][1,2,4]triazin-2-yl]-2-methyl-1H-indol-4-yl}methyl)aminosulfonamide C(C1=CC=CC=C1)NC1=NC(=NN2C1=CC=C2C2CC2)N2C(=CC1=C(C=CC=C21)CNNS(=O)=O)C